NC([C@H](C)N(C1=NN(C2=NC(=CN=C21)N2CCC1(CC2)[C@@H](C2=CC=CC=C2C1)NC(OC(C)(C)C)=O)C1OCCCC1)C)=O tert-butyl ((1S)-1'-(3-(((S)-1-amino-1-oxopropan-2-yl)(methyl)amino)-1-(tetrahydro-2H-pyran-2-yl)-1H-pyrazolo[3,4-b]pyrazin-6-yl)-1,3-dihydrospiro[indene-2,4'-piperidin]-1-yl)carbamate